7-hydroxy-N-(3-(1-isobutyl-3-methyl-1H-pyrazolo[4,3-c]pyridin-6-yl)-1H-pyrazol-4-yl)-7-(trifluoromethyl)-4-azaspiro[2.5]octane-4-carboxamide OC1(CCN(C2(CC2)C1)C(=O)NC=1C(=NNC1)C1=CC2=C(C=N1)C(=NN2CC(C)C)C)C(F)(F)F